ClC=1C=C(C=CC1)C1(CC1)OC(=O)N[C@H](C(=O)OC)CC1CCCCC1 Methyl (S)-2-(((1-(3-chlorophenyl) cyclopropoxy) carbonyl) amino)-3-cyclohexylpropanoate